2-(5-(cyclopropylmethyl)-4-(2-fluoro-4-sulfamoylbenzyl)-3-(4'-methyl-[1,1'-biphenyl]-3-yl)-1H-pyrazol-1-yl)thiazole-4-carboxylic acid C1(CC1)CC1=C(C(=NN1C=1SC=C(N1)C(=O)O)C=1C=C(C=CC1)C1=CC=C(C=C1)C)CC1=C(C=C(C=C1)S(N)(=O)=O)F